O1C=C(C2=C1C=CC=C2)C[C@H](NC(C(NC2=C(C=C(C=C2)F)F)=O)=O)B(O)O (R)-(2-(benzofuran-3-yl)-1-(2-oxo-2-(2,4-difluorophenylamino)acetamido)ethyl)boronic acid